COC(C(C)C1=CC=C(C=C1)CC(CNCC)O)=O 4-[3-(ethylamino)-2-hydroxypropyl]phenylpropionic acid methyl ester